FC=1C=C(C=CC1)C=1N(C=2N(N=C(N2)C2=CC=C(C=C2)F)C1)C 5-(3-fluorophenyl)-2-(4-fluorophenyl)-4-methyl-4H-imidazo[1,2-b][1,2,4]triazole